2-cyclopropyl-N-(5-fluoro-2-methoxy-pyridin-3-yl)pyrimidine-5-carboxamide C1(CC1)C1=NC=C(C=N1)C(=O)NC=1C(=NC=C(C1)F)OC